N1=CC=C(C=C1)NC(CC)=O N-(pyridin-4-yl)propionamide